(1R,4R)-5-isopropyl-2,5-diazabicyclo[2.2.1]heptan C(C)(C)N1[C@H]2CN[C@@H](C1)C2